3-cyano-4-isopropoxy-benzoic acid methyl ester COC(C1=CC(=C(C=C1)OC(C)C)C#N)=O